OC1OC(C2=C(C=CC=C12)OC)=O 3-hydroxy-7-methoxyisobenzofuran-1(3H)-one